(perfluoroethyl)-1,2,4-oxadiazol FC(C(F)(F)F)(F)C1=NOC=N1